C1(=CC=CC=C1)[C@H](C)N=C1CCN(CC1)C1=NC=CC=C1 (1S)-1-phenyl-N-[1-(pyridin-2-yl)piperidin-4-ylidene]ethylamine